N-Ethylpyrrolidonyl Hydroxypropoxy Ether OCCCOOC1C(N(CC1)CC)=O